(1S,2R)-2-((R)-8-fluoro-5H-imidazo[5,1-a]isoindol-5-yl)cyclobutan-1-ol FC1=CC=C2[C@H](N3C(C2=C1)=CN=C3)[C@@H]3[C@H](CC3)O